CC1=C(OC2=C(C=C(C=C2C1=O)C)[C@@H](C)NC1=CC=C(C(=C1C(=NO)N)F)F)C1=CC2=CN(N=C2C=C1)C 6-[[(1R)-1-[3,6-Dimethyl-2-(2-methylindazol-5-yl)-4-oxo-chromen-8-yl]ethyl]-amino]-2,3-difluoro-N'-hydroxy-benzamidine